1-ethynyl-4-octylbenzene C(#C)C1=CC=C(C=C1)CCCCCCCC